S(C)(=O)(=O)O.CS(=O)(=O)O methanesulphonic acid (mesylate) salt